N-butanoyl-Serine C(CCC)(=O)N[C@@H](CO)C(=O)O